C1(CC1)CO[C@@H]1[C@H](C2=CC=CC=C2C1)NC(\C=C\C1=CC=C2C(=NNC2=C1)C)=O (E)-N-((1S,2S)-2-(cyclopropylmethoxy)-2,3-dihydro-1H-inden-1-yl)-3-(3-methyl-1H-indazol-6-yl)acrylamide